8-(4-(4-(2,4-Dioxotetrahydropyrimidin-1(2H)-yl)phenyl)piperazin-1-yl)octanoic acid O=C1N(CCC(N1)=O)C1=CC=C(C=C1)N1CCN(CC1)CCCCCCCC(=O)O